6,7-difluoro-2-oxo-2,3-dihydro-1H-benzimidazole-5-carboxylic acid FC=1C(=CC2=C(NC(N2)=O)C1F)C(=O)O